tert-butyl 8-[2-chloro-4-(4,4,5,5-tetramethyl-1,3,2-dioxaborolan-2-yl)phenyl]-2,8-diazaspiro[4.5]decane-2-carboxylate ClC1=C(C=CC(=C1)B1OC(C(O1)(C)C)(C)C)N1CCC2(CCN(C2)C(=O)OC(C)(C)C)CC1